2-(4-fluoro-3-methylphenyl)-N-{4-[3-(pyridin-2-yl)-1H-pyrrolo[3,2-b]pyridin-2-yl]pyridin-2-yl}acetamide FC1=C(C=C(C=C1)CC(=O)NC1=NC=CC(=C1)C1=C(C2=NC=CC=C2N1)C1=NC=CC=C1)C